N[C@@H]1C[C@H](CC1)O |r| (±)-trans-3-aminocyclopentanol